4-Bromo-8-(2-chloro-5-fluorophenyl)-2-(3-fluoro-5-trifluoromethylphenyl)-7-(4-methoxybenzyl)7,8-dihydroimidazo[4,5-e]isoindol-6-one BrC1=C2C(=C3C(N(C(C3=C1)=O)CC1=CC=C(C=C1)OC)C1=C(C=CC(=C1)F)Cl)NC(=N2)C2=CC(=CC(=C2)C(F)(F)F)F